(2R-7aS)-2-fluorotetrahydro-1H-pyrrolizin F[C@@H]1CC2=CCCN2C1